ClC1=CC(=C(C=C1)NC(OC1CCC1)=O)C(N[C@H](C(C(=O)NC1CC1)=O)C[C@H]1C(NCC1)=O)=O cyclobutyl N-[4-chloro-2-[[(1S)-3-(cyclopropylamino)-2,3-dioxo-1-[[(3S)-2-oxopyrrolidin-3-yl]methyl]propyl]carbamoyl]phenyl]carbamate